N(=[N+]=[N-])[C@@H]1[C@@H]([C@H](O[C@H]1N1N=CC=2C1=NC(=CC2N[C@@H](C)C2=C(C=CC=C2)F)Cl)CO)O (2R,3S,4R,5R)-4-azido-5-(6-chloro-4-(((S)-1-(2-fluorophenyl)ethyl)amino)-1H-pyrazolo[3,4-B]pyridin-1-yl)-2-(hydroxymethyl)tetrahydrofuran-3-ol